N-(4-(5-(difluoromethyl)-1,3,4-oxadiazol-2-yl)benzyl)-N-(oxazol-2-yl)methanesulfonamide FC(C1=NN=C(O1)C1=CC=C(CN(S(=O)(=O)C)C=2OC=CN2)C=C1)F